CC1(CCC(CC1)NC=1N=C(C2=C(N1)NC=C2C2=NC1=CC=CN=C1C=C2)NC)N2C(CCC2)=O 1-((1r,4r)-1-methyl-4-((4-(methylamino)-5-(1,5-naphthyridin-2-yl)-7H-pyrrolo[2,3-d]pyrimidin-2-yl)amino)cyclohexyl)pyrrolidin-2-one